4-((2,4-bis(benzyloxy)-N-(4-(benzyloxy)phenyl)-5-isopropylbenzamido)methyl)benzoic acid C(C1=CC=CC=C1)OC1=C(C(=O)N(C2=CC=C(C=C2)OCC2=CC=CC=C2)CC2=CC=C(C(=O)O)C=C2)C=C(C(=C1)OCC1=CC=CC=C1)C(C)C